6-chloro-5-(2-(4-(8-chloro-5,6-dihydro-11H-benzo[5,6]cyclohepta[1,2-b]pyridin-11-ylidene)piperidin-1-yl)ethyl)indolin-2-one ClC1=C(C=C2CC(NC2=C1)=O)CCN1CCC(CC1)=C1C2=C(CCC=3C1=NC=CC3)C=C(C=C2)Cl